(s)-3-hydroxy-3-((R)-5H-imidazo[5,1-a]isoindol-5-yl)-2,2-dimethylpropanamide O[C@@H](C(C(=O)N)(C)C)[C@@H]1N2C(C3=CC=CC=C13)=CN=C2